2-chloro-4-[[6-[1-cyclopropyl-4-(trifluoromethyl)imidazol-2-yl]-5-fluoro-3-pyridyl]methoxy]pyrido[2,3-d]pyrimidine ClC=1N=C(C2=C(N1)N=CC=C2)OCC=2C=NC(=C(C2)F)C=2N(C=C(N2)C(F)(F)F)C2CC2